C(C1=CC=CC=C1)N(C1CC2=CC=C(C=C2C1)NS(=O)(=O)C)CCC N-[2-(benzyl-propyl-amino)-indan-5-yl]methanesulfonamide